methyl (2S)-2-[[(3S)-2-(6-chloro-1H-indole-2-carbonyl)-2-azaspiro[4.5]decane-3-carbonyl]amino]-3-[(3R)-5,5-dimethyl-2-oxo-pyrrolidin-3-yl]propanoate ClC1=CC=C2C=C(NC2=C1)C(=O)N1CC2(C[C@H]1C(=O)N[C@H](C(=O)OC)C[C@H]1C(NC(C1)(C)C)=O)CCCCC2